N1C(=NC=C1)C1=CC=C(C=C1)C=1C2=C(N=C(N1)N1[C@H]([C@@H](C1)O)C)CCC2 (2S,3R)-1-[4-[4-(1H-imidazol-2-yl)phenyl]-6,7-dihydro-5H-cyclopenta[d]pyrimidin-2-yl]-2-methyl-azetidin-3-ol